CN(C(C)=O)[C@H]1C(=NN(C1)C(=O)N[C@H](C)C=1C=NC(=CC1)Cl)C1=CC=C(C=C1)C (R)-4-(N-methylacetamido)-3-(4-methylphenyl)-N-((R)-1-(6-chloropyridin-3-yl)ethyl)-4,5-dihydro-1H-pyrazol-1-carboxamide